C(C1=CC=CC=C1)N1N=CC2=CC=C(C=C12)[C@@H]1C[C@@]12CN(C1=CC=C(C=C21)OC)CC (1R,2S)-2-(1-benzylindazol-6-yl)-1'-ethyl-5'-methoxyspiro[cyclopropane-1,3'-indol]